2,8-dimethylanthraceno[2,3-b:6,7-b']dithiophene CC1=CC2=C(S1)C=C1C=C3C=C4C(SC(=C4)C)=CC3=CC1=C2